t-butyl peroxyneodecanoate (t-butyl peroxydecanoate) C(C)(C)(C)C(C(=O)OO)CCCCCCCC.C(CCCCCC(C)(C)C)(=O)OOC(C)(C)C